C[C@@H]1CN(CCC1)CCCOC1=CC=C(C=C1)C1=CC=NC=C1 (3S)-4-{4-[3-(3-Methylpiperidin-1-yl)propoxy]phenyl}pyridine